2-[4-[2-(dimethylamino)ethoxy]anilino]-8-(3-methoxycyclobutyl)-6-(5-methyl-3,4-dihydro-2H-quinoxalin-1-yl)pyrido[2,3-d]pyrimidin-7-one CN(CCOC1=CC=C(NC=2N=CC3=C(N2)N(C(C(=C3)N3CCNC2=C(C=CC=C32)C)=O)C3CC(C3)OC)C=C1)C